(R)-tert-butyl (1-(4-(methylamino)-3-nitro-5-(trifluoromethyl)benzoyl)piperidin-3-yl)carbamate CNC1=C(C=C(C(=O)N2C[C@@H](CCC2)NC(OC(C)(C)C)=O)C=C1C(F)(F)F)[N+](=O)[O-]